N-ethoxycarbonyl-3-aminopropyltrimethoxysilane C(C)OC(=O)NCCC[Si](OC)(OC)OC